5-((tert-butoxycarbonyl)(2-chloro-5-methylpyrimidin-4-yl)amino)-1H-Indazole-1-carboxylic acid tert-butyl ester C(C)(C)(C)OC(=O)N1N=CC2=CC(=CC=C12)N(C1=NC(=NC=C1C)Cl)C(=O)OC(C)(C)C